CC1=C(OCCN2CCOCC2)C=C(C(=C1)C)CC1=C(C(=C(C(=C1F)F)F)F)F (2-(2,4-Dimethyl-5-((perfluorophenyl)methyl)phenoxy)ethyl)morpholine